ClC1=NC=C(C(=N1)NC=1N=CC=2CCC3=C(C2C1F)NC1=C3C(NCC13CC3)=O)COC(F)F 2'-((2-chloro-5-((difluoromethoxy)methyl)pyrimidin-4-yl)amino)-1'-fluoro-6',8',9',11'-tetrahydrospiro[cyclopropane-1,10'-pyrido[3',4':4,5]pyrrolo[2,3-f]isoquinolin]-7'(5'H)-one